CN1C(=NN=C1)S[C@H](C)C1=CC(=NC=C1)NC(C1=NC(=CC=C1)C(F)(F)F)=O (R)-N-(4-(1-((4-methyl-4H-1,2,4-triazol-3-yl)thio)ethyl)pyridin-2-yl)-6-(trifluoromethyl)picolinamide